4-nitro-N-(4-(3-(5-methylfuran-2-yl)imidazo[1,2-b]pyridazin-6-yl)phenyl)benzenesulfonamide (2E)-2,3-dibromobut-2-ene-1,4-diyl-dibutanoate Br\C(\CCCCC(=O)O)=C(/CCCCC(=O)O)\Br.[N+](=O)([O-])C1=CC=C(C=C1)S(=O)(=O)NC1=CC=C(C=C1)C=1C=CC=2N(N1)C(=CN2)C=2OC(=CC2)C